tert-butyl (2R,5S)-4-[5-(2-fluorophenyl)-7H-pyrrolo[2,3-d]pyrimidin-4-yl]-2,5-dimethylpiperazine-1-carboxylate FC1=C(C=CC=C1)C1=CNC=2N=CN=C(C21)N2C[C@H](N(C[C@@H]2C)C(=O)OC(C)(C)C)C